O[C@H]1[C@@H](CCC1)CN1C(C2=CC(=C(C=C2C1)NC(=O)C=1C=NN2C1N=CC=C2)N2CCOCC2)=O N-[2-[[(1S,2R)-2-hydroxycyclopentyl]methyl]-6-morpholino-1-oxo-isoindolin-5-yl]pyrazolo[1,5-a]pyrimidine-3-carboxamide